N-(4-((1R,5S)-3,8-diazabicyclo[3.2.1]octan-3-yl)phenethyl)-1-(4-(4-(2-(4-(acrylamidomethyl)benzamido)phenoxy)phenoxy)butyl)-1H-pyrrolo[2,3-b]pyridine-5-carboxamide [C@H]12CN(C[C@H](CC1)N2)C2=CC=C(CCNC(=O)C=1C=C3C(=NC1)N(C=C3)CCCCOC3=CC=C(C=C3)OC3=C(C=CC=C3)NC(C3=CC=C(C=C3)CNC(C=C)=O)=O)C=C2